C1(CC2=CC=CC3=CC=CC1=C23)O Acenaphthol